3-(5-{(1,3-Dimethyl-azetidin-3-yl)-[4-(2,2-dimethyl-propyl)-phenyl]-hydroxy-methyl}-pyridin-3-yl)-[1,2,4]oxadiazol CN1CC(C1)(C)C(C=1C=C(C=NC1)C1=NOC=N1)(O)C1=CC=C(C=C1)CC(C)(C)C